1-bromo-4-[(phenylsulfonyl)ethynyl]benzene BrC1=CC=C(C=C1)C#CS(=O)(=O)C1=CC=CC=C1